methyl 4-[(E)-(4-benzyl oxy-3-chloro-phenyl)methyleneamino]-3-hydroxy-benzoate C(C1=CC=CC=C1)OC1=C(C=C(C=C1)\C=N\C1=C(C=C(C(=O)OC)C=C1)O)Cl